N1=C(C=CC=C1)C=1C=C(C=CC1)NC1=CC(=CC=C1)C1=NC=CC=C1 bis(3-(pyridin-2-yl)phenyl)amine